4-(2-fluoro-4-nitro-phenyl)-1-[4-[4-(4,4,5,5-tetramethyl-1,3,2-dioxaborolan-2-yl)pyrazol-1-yl]cyclohexyl]piperidine FC1=C(C=CC(=C1)[N+](=O)[O-])C1CCN(CC1)C1CCC(CC1)N1N=CC(=C1)B1OC(C(O1)(C)C)(C)C